CC1=C(C=CC=C1)S(=O)(=O)N1C2=C(OCC1)C(=CN=C2)C2=CC=C(C#N)C=C2 4-(4-(methylbenzenesulfonyl)-3,4-dihydro-2H-pyrido[4,3-b][1,4]oxazin-8-yl)benzonitrile